Br.NCCN1N=CC(=C1)C1=CC=C(C=C1)N[C@@H]1C[C@@H](N(C2=CC=CC=C12)C(CC)=O)C 1-((2S,4R)-4-((4-(1-(2-aminoethyl)-1H-pyrazol-4-yl)phenyl)amino)-2-methyl-3,4-dihydroquinolin-1(2H)-yl)propan-1-one HBr